4'-(3-aminopropanamido)-4-chloro-4''-sulfamoyl-[1,1':3',1''-terphenyl]-5'-carboxamide NCCC(=O)NC1=C(C=C(C=C1C(=O)N)C1=CC=C(C=C1)Cl)C1=CC=C(C=C1)S(N)(=O)=O